C(CC1=CC=CC=C1)C1(CN(CC1)CC1=NC=CN=C1)C1OCCC1 2-((3-phenethyl-3-(tetrahydrofuran-2-yl)pyrrolidin-1-yl)methyl)pyrazine